(6aR)-8-acryloyl-4-chloro-3-(2-fluoro-6-hydroxyphenyl)-1-((2-isopropyl-4-methylpyridin-3-yl)(methyl)amino)-6,6a,7,8,9,10-hexahydro-12H-pyrazino[2,1-c]pyrido[3,4-f][1,4]oxazepin-12-one C(C=C)(=O)N1C[C@@H]2COC3=C(C(N2CC1)=O)C(=NC(=C3Cl)C3=C(C=CC=C3O)F)N(C)C=3C(=NC=CC3C)C(C)C